2-[3-chloro-2-(methoxymethyl)phenyl]-2-oxo-acetic acid methyl ester COC(C(=O)C1=C(C(=CC=C1)Cl)COC)=O